NC1N(CCNC1)CCC amino-propylpiperazine